C(C)(C)(C)NC(=O)NC1CCC2(CC(C2)N2C(N(C(C23CCCCC3)=O)COCC[Si](C)(C)C)=O)CC1 1-tert-Butyl-3-[2-[2,4-dioxo-3-(2-trimethylsilylethoxymethyl)-1,3-diazaspiro[4.5]decan-1-yl]spiro[3.5]nonan-7-yl]urea